3-(2-((di-t-butoxyphosphoryl)oxy)phenyl)-2,2-dimethylpropionic acid C(C)(C)(C)OP(=O)(OC(C)(C)C)OC1=C(C=CC=C1)CC(C(=O)O)(C)C